α,α-diphenyl-ε-caprolactone C1(=CC=CC=C1)C1(C(=O)OCCCC1)C1=CC=CC=C1